C1=NC(=CC2=C1CCC2)C=O 6,7-DIHYDRO-5H-CYCLOPENTA[C]PYRIDINE-3-CARBOXALDEHYDE